N-(cyclohexyl-methyl)-4-(furo[3,2-c]pyridin-4-yl)benzamide C1(CCCCC1)CNC(C1=CC=C(C=C1)C1=NC=CC2=C1C=CO2)=O